2-(6-(((1S,2R,3R,5R)-2-fluoro-9-azabicyclo[3.3.1]nonan-3-yl)oxy)pyridazin-3-yl)-5-(1H-imidazol-1-yl)phenol F[C@@H]1[C@@H]2CCC[C@H](C[C@H]1OC1=CC=C(N=N1)C1=C(C=C(C=C1)N1C=NC=C1)O)N2